4-(3-(benzyloxy)-4-methyl-1H-pyrazol-1-yl)piperidine C(C1=CC=CC=C1)OC1=NN(C=C1C)C1CCNCC1